(2,6-dichlorophenyl)-4-(2-hydroxypropoxy)-2-((4-(4-methylpiperazin-1-yl)phenyl)amino)pyrimidine-5-carboxamide ClC1=C(C(=CC=C1)Cl)C1=C(C(=NC(=N1)NC1=CC=C(C=C1)N1CCN(CC1)C)OCC(C)O)C(=O)N